ClCCCN1CCN(CC1)C1=CC=C(C=C1)NC1=NC=C2N=C(N(C2=N1)C(C)C)NC=1C=NC=CC1 N2-(4-(4-(3-chloropropyl)piperazin-1-yl)phenyl)-9-isopropyl-N8-(pyridin-3-yl)-9H-purine-2,8-diamine